(3,5-Dimethyl-4-(4-methylpiperazin-1-yl)phenyl)-1H-pyrrolo[2,3-b]pyridine CC=1C=C(C=C(C1N1CCN(CC1)C)C)N1C=CC=2C1=NC=CC2